C(=C)OC(CCC(=O)OOC(C=C)=O)=O succinic acid monoacryloxy vinyl ester